(2Z,2'Z,4E,4'E)-4,4'-((4,5-difluoro-1,2-phenylene)bis(azanylylidene))bis(1,1,1-trifluorobut-2-en-2-ol) FC1=CC(=C(C=C1F)\N=C\C=C(\C(F)(F)F)/O)\N=C\C=C(\C(F)(F)F)/O